C(C)C=1N=C(NC(C1)=O)C 4-ethyl-2-methyl-6-oxo-1,6-dihydropyrimidin